Ethyl 3-(ethylsulfonyl)-5-iodo-2-pyridinecarboxylate C(C)S(=O)(=O)C=1C(=NC=C(C1)I)C(=O)OCC